N-[5-(1H-benzimidazol-2-yl)-1H-pyrazol-3-yl]-4-[(3S)-3-hydroxypyrrolidin-1-yl]benzamide N1C(=NC2=C1C=CC=C2)C2=CC(=NN2)NC(C2=CC=C(C=C2)N2C[C@H](CC2)O)=O